C(CCCCC)C=1C(=C(C(C(=O)O)=CC1)C(=O)O)CCCCCC.C(CCCCC)OC(C=1C(C(=O)OCCCCCC)=CC=CC1)=O dihexylphthalate (dihexyl phthalate)